2-(6-((4,5-dimethoxypyridin-2-yl)amino)-2-(pyridin-3-yl)pyrimidin-4-yl)-N-methyl-2-azaspiro[4.5]decane-7-carboxamide COC1=CC(=NC=C1OC)NC1=CC(=NC(=N1)C=1C=NC=CC1)N1CC2(CC1)CC(CCC2)C(=O)NC